P(O)(=O)(OP(=O)(O)OP(=O)(O)O)OC[C@@H]1CC[C@@](O1)(N1C=NC=2C(=O)NC(N)=NC12)N amino-2',3'-dideoxyguanosine 5'-triphosphate